OC1=C(C(=O)C2=C(C=C(C=C2)Cl)Cl)C=CC(=C1)OC 2-hydroxy-4-methoxy-2',4'-dichlorobenzophenone